4-(1-((3,3-difluoro-1-methylcyclobutyl)methyl)-3-(2-fluorocyclopropyl)-4-(trifluoromethyl)-1H-pyrazole-5-carboxamido)-2-(S-methylsulfonimidoyl)pyridine 1-oxide FC1(CC(C1)(C)CN1N=C(C(=C1C(=O)NC1=CC(=[N+](C=C1)[O-])S(=O)(=N)C)C(F)(F)F)C1C(C1)F)F